[Si](C)(C)(C(C)(C)C)OCCC=1C(NC=CC1)C(=O)OC(C)(C)C tert-butyl 3-(2-((tert-butyldimethylsilyl) oxy) ethyl)-1H-pyridine-2-carboxylate